tert-butyl ((6,7-dihydro-5H-pyrazolo[5,1-b][1,3]oxazin-6-yl)methyl)carbamate N1=CC=C2OCC(CN21)CNC(OC(C)(C)C)=O